C(C=C)(=O)OC(COC1=CC=C(C=C1)NC(=O)OC(C)(C)C)COC 1-(4-tert-Butoxycarbonylaminophenoxy)-3-methoxyprop-2-yl acrylate